CC=1C(NC(N(C1)[C@H]1C=C[C@H](O1)OCP(O)(=O)OC1=CC=CC=C1)=O)=O [(2R,5R)-5-(5-methyl-2,4-dioxo-3H-pyrimidin-1-yl)-2,5-dihydrofuran-2-yl]oxymethyl(phenoxy)phosphinic acid